CC[C@@H]([C@H](C)CCCC[C@H](C[C@H](CCCCCCCCCCCCCCCCCCC1=CC=C(C=C1)O[C@H]2[C@@H]([C@@H]([C@H]([C@@H](O2)C)O)OC)O[C@H]3[C@@H]([C@@H]([C@H]([C@@H](O3)C)O[C@@H]4[C@@H]([C@H]([C@@H]([C@H](O4)COC)O)OC)O)OC)OC)O)O)OC The molecule is a lipooligosaccharide consisting of a phenolic phthiocerol core linked to the trisaccharide 3,6-di-O-methyl-alpha-D-glucopyranosyl-(1->4)-2,3-di-O-methyl-alpha-L-rhamnopyranosyl-(1->2)-3-O-methyl-alpha-L-rhamnopyranose. It has a role as an epitope. It derives from a phenolic phthiocerol.